C1(CC1)C#CC1=CC(=C(C=C1)C1=C(C=C(N=N1)N[C@H]1CN(CCC1)C)C)OCOCC (R)-6-(4-(cyclopropylethynyl)-2-(ethoxymethoxy)phenyl)-5-methyl-N-(1-methylpiperidin-3-yl)Pyridazin-3-amine